3-[4-(5-Phenyl-5,10-dihydrophenazine-10-yl)phenyl]-4,5-diphenyl-1,2,4-triazole C1(=CC=CC=C1)N1C=2C=CC=CC2N(C2=CC=CC=C12)C1=CC=C(C=C1)C1=NN=C(N1C1=CC=CC=C1)C1=CC=CC=C1